4-Methyl-6-(4-((3-(pyrrolidin-1-ylmethyl)benzyl)amino)piperidin-1-yl)pyrimidin-2-amine CC1=NC(=NC(=C1)N1CCC(CC1)NCC1=CC(=CC=C1)CN1CCCC1)N